C1(CCC1)NC(=O)C1=CC2=C(C(N(C=C2C2=CC(N(C=C2OC2=C(C=CC=C2C)C)C)=O)C)=O)N1 N-cyclobutyl-4-(5-(2,6-dimethylphenoxy)-1-methyl-2-oxo-1,2-dihydropyridin-4-yl)-6-methyl-7-oxo-6,7-dihydro-1H-pyrrolo[2,3-c]pyridine-2-carboxamide